C(C)(C)N1[C@@H](CCC1)COC=1N=C(C2=C(N1)CN(CC2)C2=CC(=CC1=CC=CC=C21)O)N2CCNCC2 4-[2-[[(2S)-1-isopropylpyrrolidin-2-yl]methoxy]-4-piperazin-1-yl-6,8-dihydro-5H-pyrido[3,4-d]pyrimidin-7-yl]naphthalen-2-ol